C1(=CC=CC=C1)[C@H]1C=COCC1 (R)-4-phenyl-4H,5H-pyran